2-(6-(((1S,2S,3R,5S)-2-fluoro-8-methyl-8-azabicyclo[3.2.1]oct-6-en-3-yl)oxy)pyridazin-3-yl)-5-(2-methoxypyridin-4-yl)phenol F[C@H]1[C@@H]2C=C[C@H](C[C@H]1OC1=CC=C(N=N1)C1=C(C=C(C=C1)C1=CC(=NC=C1)OC)O)N2C